(1s,4s)-4-hydroxy-N,N-dimethylcyclohexanecarboxamide OC1CCC(CC1)C(=O)N(C)C